di(oxetane-3-yl)methylethyl-i-propyl-oxysilane O1CC(C1)C(C1COC1)[SiH](OC(C)C)CC